N,N-bis(2-ethylhexyl)isobutyramide C(C)C(CN(C(C(C)C)=O)CC(CCCC)CC)CCCC